OC=1C(C(=C(C(C1)=O)O)C)=O 2,5-dihydroxy-6-methylbenzoquinone